N[C@H]1[C@@H]2N(C[C@H]1CC2)C(=O)C2=CC1=C(N(C(=N1)C=1N(C3=C(C=CC=C3C1)C1=CC=C(C(=O)N)C=C1)CC1CC1)C)C(=C2)OC 4-(2-(5-((1R,4R,7R)-7-Amino-2-azabicyclo[2.2.1]heptan-2-carbonyl)-7-methoxy-1-methyl-1H-benzo[d]imidazol-2-yl)-1-(cyclopropylmethyl)-1H-indol-7-yl)benzamid